N1CC(C1)OC=1C=CC(=C(C(=O)N[C@H](C)C2=CC(=CC=C2)C=2SC(=CC2)CN2C[C@@H](CC2)O)C1)C 5-(azetidin-3-yloxy)-N-((R)-1-(3-(5-(((R)-3-hydroxypyrrolidin-1-yl)methyl)thiophen-2-yl)phenyl)ethyl)-2-methylbenzamide